[N-]1N=CC=C1.[CH-]1C=CC=C1.[Cr+2] diazachromocene